ClC=1C=CC(=C(C1)C1=CC(=C(N=N1)C)NC1=CC(=NC=C1)NC(=O)C=1C=NN(C1)CCNC)F N-(4-{[6-(5-chloro-2-fluorophenyl)-3-methylpyridazin-4-yl]amino}pyridin-2-yl)-1-[2-(methylamino)ethyl]-1H-pyrazole-4-carboxamide